N1=CC=CC2=CC=CC(=C12)[Al](C=1C=CC=C2C=CC=NC12)C=1C=CC=C2C=CC=NC12 tris(8-quinolyl)-aluminium (III)